N-{[(1Z)-1-(2,6-dimethoxypyridin-4-yl)ethylidene]amino}-4-methylbenzenesulfonamide COC1=NC(=CC(=C1)\C(\C)=N/NS(=O)(=O)C1=CC=C(C=C1)C)OC